2-[(PROPAN-2-YL)AMINO]PROPANOIC ACID CC(C)NC(C(=O)O)C